N1-(p-tolyl)cyclohexane-1,4-diamine C1(=CC=C(C=C1)NC1CCC(CC1)N)C